triethylene glycol hexanate C(CCCCC)(=O)OCCOCCOCCO